C(C(C)C)OC1=C(C=C(C(=C1)OCC(C)C)N)N 4,6-diisobutoxy-m-phenylenediamine